O1C2=C(OCC1C=1N[C@H](C(N1)([2H])[2H])[2H])C=C(C=C2)[2H] (5S)-2-(2,3-dihydrobenzo[b][1,4]dioxin-2-yl-6-d)-4,5-dihydro-1H-imidazole-4,4,5-d3